ClC1=CC=C(C=C1)[C@@]1(N(C(C2=CC(=CC=C12)C(C)(C)O)=O)CC1=CC=C(C=C1)Cl)OC1COCC1 (3R)-3-(4-chlorophenyl)-2-[(4-chlorophenyl)methyl]-6-(2-hydroxypropan-2-yl)-3-(oxolan-3-yloxy)-2,3-dihydro-1H-isoindol-1-one